N-(6-(4,4-difluoropiperidin-1-yl)-4-methylpyridin-2-yl)-4-(ethylsulfanyl)-5-methyl-2-(6-azaspiro[2.5]oct-6-yl)benzamide FC1(CCN(CC1)C1=CC(=CC(=N1)NC(C1=C(C=C(C(=C1)C)SCC)N1CCC2(CC2)CC1)=O)C)F